2-(5-(3-chlorophenyl)-3-hydroxy-4-methyl picolinamido)-2-methylpropionate ClC=1C=C(C=CC1)C=1C(=C(C(=NC1)C(=O)NC(C(=O)[O-])(C)C)O)C